1,3,3a,4,6,6a-hexahydropentalene-2,5-dione C1C(CC2CC(CC12)=O)=O